1-[1-(2,2-difluoro-1,3-benzodioxol-5-yl)-5-isopropyl-pyrazol-3-yl]piperazine FC1(OC2=C(O1)C=CC(=C2)N2N=C(C=C2C(C)C)N2CCNCC2)F